FC=1C(=NC=C(C1)F)N1CCN(CCC1)C(=O)NC1=NC=C(C=C1)O 4-(3,5-difluoropyridin-2-yl)-N-(5-hydroxypyridin-2-yl)-1,4-diazepane-1-carboxamide